tert-butyl (R)-3-((5-fluoroisoquinolin-1-yl)amino)piperidine-1-carboxylate FC1=C2C=CN=C(C2=CC=C1)N[C@H]1CN(CCC1)C(=O)OC(C)(C)C